5-bromo-2-(cyclohexylamino)nicotinic acid BrC=1C=NC(=C(C(=O)O)C1)NC1CCCCC1